5-(3-methylbenzyl)-2-thioxoimidazolidin-4-one CC=1C=C(CC2C(NC(N2)=S)=O)C=CC1